C(C1=CC=CC=C1)OC=1C(C(CCC1)C(C(F)(F)F)=O)=O 2-benzyloxy-6-(2,2,2-trifluoroacetyl)cyclohex-2-en-1-one